3-bromo-5-((2,3-dichlorophenylimino)-methyl)phenyl isobutyrate C(C(C)C)(=O)OC1=CC(=CC(=C1)C=NC1=C(C(=CC=C1)Cl)Cl)Br